N1(CCCCC1)CCOC1=CC=C(C=C1)C=1C=C2C(=NC1)N(C=C2C=2N(N=CC2)C)[SH4]OOC2=CC=C(C=C2)C 5-(4-{[2-(hexahydropyridin-1-yl)ethyl]oxy}phenyl)-1-[(4-methylphenyl)dioxy-λ6-sulfenyl]-3-(2-methylpyrazol-3-yl)pyrrolo[2,3-b]pyridine